FC(OC1=CC2=C(N=C(O2)C=2C(=C(C=CC2)C2=C(C(=CC=C2)C2=CC(=C(C=C2)CN2CCCC2)OC(F)(F)F)C)C)C=C1CN1[C@@H](CCC1)C(=O)O)F ((6-(difluoromethoxy)-2-(2,2'-dimethyl-4''-(pyrrolidin-1-ylmethyl)-3''-(trifluoromethoxy)-[1,1':3',1''-terphenyl]-3-yl)benzo[d]oxazol-5-yl)methyl)-L-proline